europium-zinc [Zn].[Eu]